The molecule is an indolyl carbohydrate that is the alpha-D-glucoside of indoxyl in which the indole moiety is substituted at positions 4 and 5 by chlorine and bromine, respectively. It is an organobromine compound, an organochlorine compound, an indolyl carbohydrate, a D-aldohexose derivative and an alpha-D-glucoside. It derives from an indoxyl. C1=CC(=C(C2=C1NC=C2O[C@@H]3[C@@H]([C@H]([C@@H]([C@H](O3)CO)O)O)O)Cl)Br